methyl (2S,3S)-3-(2-(3-(2-(((R)-1-(2-(1-methyl-1H-pyrazol-4-yl)quinolin-4-yl)ethyl)carbamoyl)phenyl)propanoyl)hydrazine-1-carbonyl)oxirane-2-carboxylate CN1N=CC(=C1)C1=NC2=CC=CC=C2C(=C1)[C@@H](C)NC(=O)C1=C(C=CC=C1)CCC(=O)NNC(=O)[C@@H]1[C@H](O1)C(=O)OC